FC(OC1=C(C=NC(=C1)C[C@H](C(F)(F)F)C)C1=C(C(=NN1CC)C(=O)OCC)C)F |o1:10| Ethyl (R*)-5-(4-(difluoromethoxy)-6-(3,3,3-trifluoro-2-methylpropyl)pyridin-3-yl)-1-ethyl-4-methyl-1H-pyrazole-3-carboxylate